2-methyl-6-(quinoline-6-carbonyl)-4,5,6,7-tetrahydro-2H-pyrazolo[3,4-c]pyridin-3-yl triflate O(S(=O)(=O)C(F)(F)F)C=1N(N=C2CN(CCC21)C(=O)C=2C=C1C=CC=NC1=CC2)C